2-(3-methyl-1H-pyrazol-4-yl)morpholine CC1=NNC=C1C1CNCCO1